3-(cyclopropylmethoxy)-4-(1-methyl-1,2,3,6-tetrahydropyridin-4-yl)-2-nitroaniline C1(CC1)COC=1C(=C(N)C=CC1C=1CCN(CC1)C)[N+](=O)[O-]